O=C(CNC(=O)C1=CC2=C(N(C(=N2)NC=2SC3=C(N2)C=CC(=C3)OC(F)(F)F)C)C=C1)N1CCCC1 1-Methyl-2-(6-trifluoromethoxy-benzothiazol-2-ylamino)-1H-benzoimidazole-5-carboxylic acid (2-oxo-2-pyrrolidin-1-yl-ethyl)-amide